C(C)(C)(C)C1=C(C(=CC(=C1)CN(C)C)C(C)(C)C)O 2,6-di-tert-butyl-4-((dimethylamino)methyl)phenol